FC(C1=CC=C(C=C1)C=1OC2=C(C1C(=O)OCC)C=C(C=C2)O)(F)F ethyl 2-(4-trifluoromethylphenyl)-5-hydroxybenzofuran-3-carboxylate